N1=C(C=CC=C1)CC=O 2-(PYRIDIN-2-YL)ACETALDEHYDE